methyl 3-(4-(2-amino-2-oxoethyl) phenoxy)-2,2-dimethylpropionate NC(CC1=CC=C(OCC(C(=O)OC)(C)C)C=C1)=O